CS(=O)(=O)C1=C(C=O)C=CC=N1 2-(methylsulfonyl)nicotinaldehyde